BrCC1CCC(CC1)(C)C 4-(bromomethyl)-1,1-dimethylcyclohexane